7-(3,5-dimethylisoxazol-4-yl)-2-methyl-4-oxoquinolin CC1=NOC(=C1C1=CC=C2C(CC(=NC2=C1)C)=O)C